C(C)OC(=O)C1=C(OC=2N=C(N=C(C21)NNC(C(C)C2=CC=C(C=C2)CC(C)C)=O)NC2=CC=C(C=C2)C)C 4-((2-(4-isobutylphenyl)propionyl)hydrazino)-2-(p-methylphenyl-amino)-6-methyl-furo[2,3-d]pyrimidine-5-carboxylic acid ethyl ester